ClC1=NC=C(C(=C1)C1=C(C=NC(=C1)C)C(=O)NC=1SC2=C(N1)CN(C2)C(=O)C2CN(C2)CC(F)(F)F)OC 2'-chloro-5'-methoxy-6-methyl-N-(5-(1-(2,2,2-trifluoroethyl)azetidine-3-carbonyl)-5,6-dihydro-4H-pyrrolo[3,4-d]thiazol-2-yl)-[4,4'-bipyridine]-3-carboxamide